COC=1C=CC(=NC1C(F)(F)F)C(=O)O 5-methoxy-6-(trifluoromethyl)pyridine-2-carboxylic acid